1-phenyl-2,3,4,5-tetramethylcyclopentadiene C1(=CC=CC=C1)C1=C(C(=C(C1C)C)C)C